2-(4-chloro-2-(trifluoromethyl)benzyl)-3-isopropylimidazo[1,2-a]pyridine-7-carboxylic acid ClC1=CC(=C(CC=2N=C3N(C=CC(=C3)C(=O)O)C2C(C)C)C=C1)C(F)(F)F